C(#N)C1=C(C=CC(=N1)C1=C(C=C(C=C1)S(=O)(=O)NC1CC(C1)(C(F)(F)F)O)C)F 4-(6-cyano-5-fluoropyridin-2-yl)-N-(3-hydroxy-3-(trifluoromethyl)cyclobutyl)-3-methylbenzenesulfonamide